ClC(C(=O)[O-])Cl.C(C1=CC=CC=C1)[N+](C1=CC=CC=C1)(C)C benzyl-dimethyl-phenyl-ammonium dichloroacetate